NC=1N=C(C2=C(N1)N(C=C2C#CCOCCCOCCC=O)CC2=NC=C(C(=C2C)OC)C)Cl 3-(3-((3-(2-amino-4-chloro-7-((4-methoxy-3,5-dimethylpyridin-2-yl)methyl)-7H-pyrrolo[2,3-d]pyrimidin-5-yl)prop-2-yn-1-yl)oxy)propoxy)propan-1-one